[Si](C)(C)(C(C)(C)C)OCCCC(O)O 4-((tert-butyldimethylsilyl)oxy)butanediol